FC(C(=O)NC1CCC(CC1)COC1=NC(=NC=C1)NC1=CC=C(C=C1)N1CCOCC1)(F)F 2,2,2-trifluoro-N-((1R,4R)-4-(((2-((4-morpholinophenyl)amino)pyrimidin-4-yl)oxy)methyl)cyclohexyl)acetamide